N1C=C(C=2C=NC=CC21)\C=C/2\C(N(C(N2)=O)C)=O (Z)-5-((1H-pyrrolo[3,2-c]pyridin-3-yl)methylene)-3-methylimidazolidine-2,4-dione